1-(5-(2-fluorophenyl)-1-(pyridine-3-ylsulfonyl)-1H-pyrrol-3-yl)-N-methyl-methylamine fumarate C(\C=C\C(=O)O)(=O)O.FC1=C(C=CC=C1)C1=CC(=CN1S(=O)(=O)C=1C=NC=CC1)CNC